(S)-1-((2-(2'-chloro-3'-(3-(((S)-3-hydroxypyrrolidin-1-yl)methyl)-1,7-naphthyridin-8-ylamino)-2-methylbiphenyl-3-yl)-7-cyanobenzo[d]oxazol-5-yl)methyl)pyrrolidine-3-carboxylic acid ClC1=C(C=CC=C1NC=1N=CC=C2C=C(C=NC12)CN1C[C@H](CC1)O)C1=C(C(=CC=C1)C=1OC2=C(N1)C=C(C=C2C#N)CN2C[C@H](CC2)C(=O)O)C